N(C(C(=O)[O-])CC(=O)[O-])C(C(=O)[O-])CC(=O)[O-].[Fe+2].[Fe+2] ferrous iminodisuccinate